1-bromo-2-naphthoylguanidine BrC1=C(C=CC2=CC=CC=C12)C(=O)NC(=N)N